methyl 2-(4-fluorophenyl)thiazole-5-carboxylate FC1=CC=C(C=C1)C=1SC(=CN1)C(=O)OC